2-chloro-N-(4-morpholinylphenyl)acetamide ClCC(=O)NC1=CC=C(C=C1)N1CCOCC1